N-(2-(4-methylpiperazin-1-yl)-5-(4,4,5,5-tetramethyl-1,3,2-dioxaborolan-2-yl)phenyl)acrylamide ethyl-(R)-6-(4-(3-(3,6-dibromo-9H-carbazol-9-yl)-2-hydroxypropyl)piperazin-1-yl)hexanoate C(C)OC(CCCCCN1CCN(CC1)C[C@H](CN1C2=CC=C(C=C2C=2C=C(C=CC12)Br)Br)O)=O.CN1CCN(CC1)C1=C(C=C(C=C1)B1OC(C(O1)(C)C)(C)C)NC(C=C)=O